methyl ((3-fluoro-4-methyl-2-(((S)-3-methyl-5-oxopentyl)oxy)phenyl)sulfonyl)-L-prolinate FC=1C(=C(C=CC1C)S(=O)(=O)N1[C@@H](CCC1)C(=O)OC)OCC[C@@H](CC=O)C